C(#N)C1=CC(=C(C=C1)[C@H]1OC2=C(OC1)C=CC=C2C2CCN(CC2)CC2=NC1=C(N2C)C=C(C=C1OC)C(=O)O)F (R)-2-((4-(3-(4-cyano-2-fluorophenyl)-2,3-dihydrobenzo[b][1,4]dioxin-5-yl)piperidin-1-yl)methyl)-4-methoxy-1-methyl-1H-benzo[d]imidazole-6-carboxylic acid